C(C)(=O)OCC(COC(C)=O)OC(=O)C1=CC2=C(N=C(O2)C2=CC(=CC(=C2)Cl)Cl)C=C1 2-(2-(3,5-Dichlorophenyl)benzo[d]oxazole-6-carbonyloxy)propane-1,3-diyl diacetate